BrCCC1CN(C1)C=1C=C(C=CC1)C1C(NC(CC1)=O)=O 3-[3-[3-(2-bromoethyl)azetidin-1-yl]phenyl]piperidine-2,6-dione